5-[7-(3,3-dimethylbutoxy)-1-fluoro-3,6-dihydroxynaphthalen-2-yl]-1λ6,2,5-thiadiazolidine-1,1,3-trione CC(CCOC1=C(C=C2C=C(C(=C(C2=C1)F)N1CC(NS1(=O)=O)=O)O)O)(C)C